C12COCC(N1C=1SC3=C(N1)C=CC(=C3C(=O)NC=3C=NC(=CC3C(NC31CC(C3)(C1)C#N)=O)OC)OC(C)C)C2 2-(3-Oxa-6-azabicyclo[3.1.1]heptan-6-yl)-N-(4-((3-cyanobicyclo[1.1.1]pentan-1-yl)carbamoyl)-6-methoxypyridin-3-yl)-6-isopropoxybenzo[d]thiazole-7-carboxamide